C1(CC1)OC=1C(=C(C=CC1)N1C(=C2C(N(N=CC2=C1C)C1=NC=CC=N1)=O)C)C 6-(3-Cyclopropoxy-2-methylphenyl)-5,7-dimethyl-2-(pyrimidin-2-yl)-2,6-dihydro-1H-pyrrolo[3,4-d]pyridazin-1-one